C1=CC=C2C=C(C=CC2=C1)NC3=CC=C(C=C3)NC4=CC5=CC=CC=C5C=C4 di-β-naphthyl-p-phenylenediamine